{2-benzyl-2-azaspiro[3.3]heptan-6-yl}methyl (2R,6R)-2,6-dimethyl-4-[5-(trifluoromethyl)pyrazin-2-yl]piperazine-1-carboxylate C[C@H]1N([C@@H](CN(C1)C1=NC=C(N=C1)C(F)(F)F)C)C(=O)OCC1CC2(CN(C2)CC2=CC=CC=C2)C1